Cl.N1CCC(=CC1)C(=O)OC methyl 1,2,3,6-tetrahydropyridine-4-carboxylate hydrochloride